NC1=C(C=C(C=2N1C=NC2)Br)C(=O)OC methyl 5-amino-8-bromoimidazo[1,5-a]pyridine-6-carboxylate